2,6-di(phenanthren-9-yl)-4-[1-(3,5-di(phenanthren-9-yl)-4-hydroxy-phenyl)-1-methyl-ethyl]phenol C1=CC=CC=2C3=CC=CC=C3C(=CC12)C1=C(C(=CC(=C1)C(C)(C)C1=CC(=C(C(=C1)C=1C2=CC=CC=C2C=2C=CC=CC2C1)O)C=1C2=CC=CC=C2C=2C=CC=CC2C1)C=1C2=CC=CC=C2C=2C=CC=CC2C1)O